C(C)SC1=NC2=CC=CC=C2C(=C1C(C)=O)NC1=CC=C(C=C1)C 2-ethylsulfanyl-3-acetyl-4-(4-methylphenyl)aminoquinoline